1'-(5-((2-amino-3-chloropyridin-4-yl)thio)pyrazin-2-yl)-1,3-dihydrospiro[indene-2,4'-piperidin]-1-amine NC1=NC=CC(=C1Cl)SC=1N=CC(=NC1)N1CCC2(CC1)C(C1=CC=CC=C1C2)N